N(=[N+]=[N-])CC(CO)(CO)CO 2-(azidomethyl)-2-(hydroxymethyl)propane-1,3-diol